(Z)-10-(bromomethyl)tetracos-6-ene BrCC(CC\C=C/CCCCC)CCCCCCCCCCCCCC